O=C1C=CN(C2=CC=CC=C12)N(N=CC1=CC=C(C=C1)N(C)C)C(C)=O (4-oxo-4H-quinolin-1-yl)-acetyl-(4-dimethylaminobenzylidene)hydrazine